C(C)OC1=NN2C(C3=CC=CC=C3C(=C2C(=O)NCC(=O)O)O)=N1 (2-Ethoxy-6-hydroxy-[1,2,4]triazolo[5,1-a]isoquinoline-5-carbonyl)glycine